4-[(3-Bromophenoxypropylthio)methyl]1,3-dihydroimidazole-2-thione BrC=1C=C(OCCCSCC=2NC(NC2)=S)C=CC1